tert-butyl (R)-((4-(5-chloro-2-(4,4-difluoroazepan-1-yl)-4-methyl-6-(1-methyl-1H-pyrazol-4-yl)nicotinamido)pyridin-2-yl)(methyl)(oxo)-λ6-sulfaneylidene)carbamate ClC=1C(=NC(=C(C(=O)NC2=CC(=NC=C2)[S@](=O)(C)=NC(OC(C)(C)C)=O)C1C)N1CCC(CCC1)(F)F)C=1C=NN(C1)C